[Cu].N1=C(C=CC2=CC=CC=C12)O quinolinol copper